(R)-3-(2-hydroxyphenyl)-5,6,7,8-tetrahydrobenzo[4,5]thieno[2,3-c]pyridazine-6-carboxylic acid OC1=C(C=CC=C1)C1=CC2=C(N=N1)SC1=C2C[C@@H](CC1)C(=O)O